4-carbonylmethyl-1,8-octanediol C(=O)=CC(CCCO)CCCCO